N-((R)-cyclopropyl(2-fluoro-4-(trifluoromethyl)phenyl)methyl)-1-methyl-3-(3-(methylsulfonyl)benzoyl)-2-oxoimidazolidine-4-carboxamide C1(CC1)[C@@H](NC(=O)C1N(C(N(C1)C)=O)C(C1=CC(=CC=C1)S(=O)(=O)C)=O)C1=C(C=C(C=C1)C(F)(F)F)F